(S)-6-(1-(4,4-difluorocyclohexyl)-5-(3,5-dimethylisoxazol-4-yl)-1H-benzo[d]imidazol-2-yl)piperidin-2-one methacryloyl-L-serinate C(C(=C)C)(=O)N[C@@H](CO)C(=O)O.FC1(CCC(CC1)N1C(=NC2=C1C=CC(=C2)C=2C(=NOC2C)C)[C@@H]2CCCC(N2)=O)F